C(#N)C1=CC=C(C=C1)C1=CC=C(C=C1)OCC1(CN(CC1)C(C(F)(F)F)C1=CC=C(C=C1)OC)C(=O)O 3-(((4'-cyano-[1,1'-biphenyl]-4-yl)oxy)methyl)-1-(2,2,2-trifluoro-1-(4-methoxyphenyl)ethyl)pyrrolidine-3-carboxylic acid